C(CCCCCCCCCCCCCCCCCCCC)(=O)OC[C@@H](OC(CCCCCCCCCCCCCCCCCCCC)=O)COP(=O)([O-])OCC[N+](C)(C)C 1,2-diheneicosanoyl-sn-glycero-3-phosphocholine